CC1=CC=C(C=C1)S(=O)(=O)NC1=NOC(=C1)C1=CC=CC=C1 4-methyl-N-(5-phenylisoxazol-3-yl)benzenesulfonamide